C(C)N1CCN(CC1)CC=1C=CC(=NC1)NC1=NC=C(C(=N1)C1=CC2=C(NC3N2C(CCC3)C)C(=C1)F)C N-(5-((4-ethylpiperazin-1-yl)methyl)pyridin-2-yl)-4-(6-fluoro-1-methyl-1,2,3,4,4a,5-hexahydrobenzo[4,5]imidazo[1,2-a]pyridin-8-yl)-5-methylpyrimidin-2-amine